C=1N=CN2C1C1=CC=CC=C1[C@@H]2[C@H]2[C@H](CC21CCC1)O (1S,2S)-1-((S)-5H-Imidazo[5,1-a]isoindol-5-yl)spiro[3.3]heptan-2-ol